2-(4-chloro-3-(hydroxymethyl)pyridin-2-yl)-7,7-dimethyl-7,8-dihydro-2H-cyclopenta[4,5]pyrrolo[1,2-d][1,2,4]triazin-1(6H)-one ClC1=C(C(=NC=C1)N1N=CN2C(C1=O)=CC1=C2CC(C1)(C)C)CO